NC1=NC(=CC(=N1)N1[C@@H](COCCC1)C1=C(C=C(C=C1)NC(=O)C1(COC1)C)Cl)C |r| (+/-)-N-(4-(4-(2-amino-6-methylpyrimidin-4-yl)-1,4-oxazepan-3-yl)-3-chlorophenyl)-3-methyloxetane-3-carboxamide